(4R)-N-[2-chloro-3-(4,4,5,5-tetramethyl-1,3,2-dioxaborolan-2-yl)phenyl]-4-(methylamino)-4,5,6,7-tetrahydropyrazolo[1,5-a]pyridine-2-carboxamide ClC1=C(C=CC=C1B1OC(C(O1)(C)C)(C)C)NC(=O)C1=NN2C([C@@H](CCC2)NC)=C1